tert-butyl 5-amino-4-[5-[1-methyl-2-[4-(trifluoromethyl)phenyl]imidazol-4-yl]-1-oxo-isoindolin-2-yl]-5-oxo-pentanoate NC(C(CCC(=O)OC(C)(C)C)N1C(C2=CC=C(C=C2C1)C=1N=C(N(C1)C)C1=CC=C(C=C1)C(F)(F)F)=O)=O